NC1=C(C(=NN1C1CC(C1)OCC)C1=CC=C(C=C1)CC(=O)NC1=CC(=NO1)CC(C)(C)C)C#N 2-(4-(5-Amino-4-cyano-1-((1R,3R)-3-ethoxycyclobutyl)-1H-pyrazol-3-yl)phenyl)-N-(3-neopentylisoxazol-5-yl)acetamide